ClC=1C=NC=CC1 3-Chloropyridine